C(C=C)(=O)N1C[C@@H]2COC3=C(C(N2CC1)=O)C(=NC(=C3F)C3=C1C=NNC1=CC=C3C)N3CC(OCC3)(C)C (6aR)-8-acryloyl-1-(2,2-dimethylmorpholino)-4-fluoro-3-(5-methyl-1H-indazol-4-yl)-6,6a,7,8,9,10-hexahydro-12H-pyrazino[2,1-c]pyrido[3,4-f][1,4]oxazepin-12-one